ClC1=CC2=C(C(C=3NC4=CC(=CC=C4C3C2=O)C#C[Si](C)(C)C)(C)C)C=C1N1CCN(CC1)C 9-chloro-6,6-dimethyl-8-(4-methylpiperazin-1-yl)-3-((trimethylsilyl)ethynyl)-5,6-dihydro-11H-benzo[b]carbazol-11-one